CO[Si](CCCNC(C(C(C(C(C(F)(F)F)(F)F)(F)F)(F)F)(F)F)=O)(OC)OC N-(3-trimethoxysilylpropyl)perfluorohexanamide